3-bromo-5-trifluoromethylaniline BrC=1C=C(N)C=C(C1)C(F)(F)F